Cl.NC(C(=O)N1CCN(CC1)C(=O)NC1=NC(N(C=C1)C1=CC=C(C=C1)CC(C)N1CC2CCCC(C2C1)N)=O)(C)C 4-(2-Amino-2-methylpropanoyl)-N-(1-(4-(2-(4-aminooctahydro-2H-isoindol-2-yl)propyl)phenyl)-2-oxo-1,2-dihydropyrimidin-4-yl)piperazine-1-carboxamide Hydrochloride Salt